C(C)(=O)OCCOCCOC(C)(C)C diethylene glycol tertiary butyl ether acetate